N-(6-chloropyridin-3-yl)furo[2,3-c]pyridin-7-amine formate C(=O)O.ClC1=CC=C(C=N1)NC=1N=CC=C2C1OC=C2